2-(1H-benzo[d]imidazol-5-yl)-3-(4-fluorophenyl)isoindolin-1-one N1C=NC2=C1C=CC(=C2)N2C(C1=CC=CC=C1C2C2=CC=C(C=C2)F)=O